ON1[C@@H](CCCC1)C(=O)O N-hydroxy-L-pipecolic acid